3-(4-(3-((1-((1-((4-Aminopiperidin-1-yl)sulfonyl)piperidin-4-yl)methyl)piperidin-4-yl)-oxy)prop-1-yn-1-yl)-3-methyl-2-oxo-2,3-dihydro-1H-benzo[d]imidazol-1-yl)piperidine-2,6-dione NC1CCN(CC1)S(=O)(=O)N1CCC(CC1)CN1CCC(CC1)OCC#CC1=CC=CC=2N(C(N(C21)C)=O)C2C(NC(CC2)=O)=O